2-amino-6-(2-benzyloxyphenoxy)-5-chloro-3-fluoropyridine NC1=NC(=C(C=C1F)Cl)OC1=C(C=CC=C1)OCC1=CC=CC=C1